5-(benzo[d][1,3]dioxol-5-ylmethyl)-N-(5-(methylsulfanyl)-1,3,4-thiadiazol-2-yl)benzo[c]isoxazole-3-carboxamide O1COC2=C1C=CC(=C2)CC2=CC=1C(=NOC1C(=O)NC=1SC(=NN1)SC)C=C2